((2S,4R,5R)-4-acetoxy-5-(2-amino-8-oxo-7-(pyridin-3-ylmethyl)-7,8-dihydro-9H-purin-9-yl) tetrahydrofuran-2-yl)methyl acetate C(C)(=O)OC[C@H]1O[C@H]([C@@H](C1)OC(C)=O)N1C2=NC(=NC=C2N(C1=O)CC=1C=NC=CC1)N